ClC1=CC2=C(S1)C=C(C=C2B2OC(C(O2)(C)C)(C)C)COC2=C(C=CC=C2)CC(=O)OCC ethyl 2-(2-((2-chloro-4-(4,4,5,5-tetramethyl-1,3,2-dioxaborolan-2-yl)benzo[b]thiophen-6-yl)methoxy)phenyl)acetate